C(C)C(CCN)NCC 1,N1-diethyl-propane-1,3-diamine